Ethyl 6-methyl-1,3,5,7-tetraoxo-3,5,6,7-tetrahydropyrrolo[3,4-f]isoindole-2(1H)-carboxylate CN1C(C=2C=C3C(=CC2C1=O)C(N(C3=O)C(=O)OCC)=O)=O